ClC1=NC(=NC(=C1C)N1CCC(CC1)OC=1C=NC(=CC1)OC)COC 4-chloro-2-(methoxymethyl)-6-(4-((6-methoxypyridin-3-yl)oxy)piperidin-1-yl)-5-methylpyrimidine